BrC1=C(N=C2N1N=C(C=C2)Cl)C 3-bromo-6-chloro-2-methylimidazo[1,2-b]pyridazine